2-amino-5-chloro-1-(4,6-dimethylbenzo[d][1,3]dioxol-5-yl)-1H-pyrrolo[2,3-b]pyridine-3-carbonitrile NC1=C(C=2C(=NC=C(C2)Cl)N1C1=C(C2=C(OCO2)C=C1C)C)C#N